N=1NC(C=C2C1C=CC=N2)=O PYRIDAZINOPYRIDONE